C(C1=CC=CC=C1)N1CCC(CC1)NC(C1=C(C=C(C=C1)Cl)Cl)=O N-(1-benzyl-piperidin-4-yl)-2,4-dichlorobenzamide